C(C1=CC=CC=C1)OC1=NC(=NC2=C(C(=C(C=C12)C)Br)F)OC[C@]12CCCN2C[C@@H](C1)F 4-(benzyloxy)-7-bromo-8-fluoro-2-(((2R,7aS)-2-fluorotetrahydro-1H-pyrrolizin-7a(5H)-yl)methoxy)-6-methylquinazoline